1,3-bis(imidazolyl)butane N1C(=NC=C1)CCC(C)C=1NC=CN1